1,4-dimethyl-2-(4-(methylsulfonyl)phenyl)-6-(4-(piperidin-4-yl)phenyl)-1H-benzo[d]imidazole CN1C(=NC2=C1C=C(C=C2C)C2=CC=C(C=C2)C2CCNCC2)C2=CC=C(C=C2)S(=O)(=O)C